tert-butyl (1-(4-((1-(4-(((3-aminobicyclo[1.1.1]pentan-1-yl)amino)methyl)phenyl)-2-oxo-1,2-dihydropyrimidin-4-yl)carbamoyl)piperazin-1-yl)-2-methyl-1-oxopropan-2-yl)carbamate NC12CC(C1)(C2)NCC2=CC=C(C=C2)N2C(N=C(C=C2)NC(=O)N2CCN(CC2)C(C(C)(C)NC(OC(C)(C)C)=O)=O)=O